lithium amino-2-methylpropanesulfonic acid NC(C(C)C)S(=O)(=O)O.[Li]